ClC1=C(C[C@H]2NC(=NOC2)C2=CC=3N(N=C2OC2=CC(=CC=C2)C2CC2)C=NC3)C=CC(=C1)C |r| 3-[(5RS)-5-(2-chloro-4-methylbenzyl)-5,6-dihydro-4H-1,2,4-oxadiazin-3-yl]-2-(3-cyclopropylphenoxy)imidazo[1,5-b]pyridazine